C1(CC1)C=1C=C(C=2N(C1)C=C(N2)COC=2C=C(N=NC2C)NC(=O)[C@@H]2[C@H](C2)C2=NC=CC(=N2)C)N2C(N(C(C2)=O)C)=O (1S,2S)-N-(5-((6-cyclopropyl-8-(3-methyl-2,4-dioxoimidazolidin-1-yl)imidazo[1,2-a]pyridin-2-yl)methoxy)-6-methylpyridazin-3-yl)-2-(4-methylpyrimidin-2-yl)cyclopropane-1-carboxamide